COC1=C(C=C(C(=C1)N1CCN(CC1)C)C)NC=1N=CC=2N(C(C3=C(N(C2N1)C)SC(=N3)C)=O)C 6-((2-methoxy-5-methyl-4-(4-methylpiperazin-1-yl)phenyl)amino)-2,4,9-trimethyl-4,9-dihydro-10H-pyrimido[5,4-b]thiazolo[5,4-e][1,4]diazepin-10-one